(R)-(4-(ethylsulfonyl)phenyl)-2,2-dimethyloxazolidine-3-carboxylic acid benzyl ester C(C1=CC=CC=C1)OC(=O)N1C(OC[C@H]1C1=CC=C(C=C1)S(=O)(=O)CC)(C)C